C(C1=CC=CC=C1)NC(=O)C12C(C3C(C=N1)C(CN3CC(C)C)C2)CC(C)C N-benzyl-1,7-diisobutyl-1,2,3,3a,7,7a-hexahydro-6H-3,6-methanopyrrolo[3,2-c]pyridine-6-carboxamide